sodium (R)-((1,2,3,5,6,7-hexahydro-s-indacen-4-yl)carbamoyl)((6-methoxy-6,7-dihydro-5H-pyrazolo[5,1-b][1,3]oxazin-3-yl)sulfonyl)amide C1CCC2=C(C=3CCCC3C=C12)NC(=O)[N-]S(=O)(=O)C=1C=NN2C1OC[C@@H](C2)OC.[Na+]